5-cyclopropyl-1H-pyrrole C1(CC1)C1=CC=CN1